N-((1,2,3,5,6,7-Hexahydro-s-indacen-4-yl)carbamoyl)-1-(prop-2-yn-1-yl)piperidine-3-sulfonamide, Potassium Salt [K].C1CCC2=C(C=3CCCC3C=C12)NC(=O)NS(=O)(=O)C1CN(CCC1)CC#C